ClC=1C=C(C=CC1)C(CN(C)C1CC1)N1C(C=C(C=C1)C1=CN(C2=NC=C(C=C21)N2CCOCC2)S(=O)(=O)C2=CC=C(C)C=C2)=O 1-(1-(3-Chlorophenyl)-2-(cyclopropyl(methyl)amino)ethyl)-4-(5-morpholino-1-tosyl-1H-pyrrolo[2,3-b]pyridin-3-yl)pyridin-2(1H)-one